(methoxy)-1-methyl-1-(4-methylphenyl)-urea CONC(N(C1=CC=C(C=C1)C)C)=O